Cl.CN1C(C2=CN=CC=C2C=C1)=O 2-methyl-2,7-naphthyridin-1-one HCl